O1CC=C2C(N=CC=C21)=O Furo[3,2-c]pyridin-4-one